2-pyrimidin-2-yl-but-3-yn-2-ol N1=C(N=CC=C1)C(C)(C#C)O